6-(1-(pyridin-2-ylethynyl)-3-azabicyclo[3.1.0]hexan-3-yl)picolinonitrile N1=C(C=CC=C1)C#CC12CN(CC2C1)C1=CC=CC(=N1)C#N